CC1=CC(=NN1S(=O)(=O)C)[N+](=O)[O-] 5-Methyl-1-methylsulfonyl-3-nitro-pyrazole